N[C@@H]1CC[C@H](CC1)N(C(OCC(F)F)=O)C1=NC=C(N=C1)C=1C=NN(C1)C 2,2-difluoroethyl (trans-4-aminocyclohexyl)(5-(1-methyl-1H-pyrazol-4-yl)pyrazin-2-yl)carbamate